(1R,3S)-3-(1-(tert-butyl)-5-((4-(2-formyl-3-hydroxyphenoxy)pyridin-2-yl)amino)-1H-pyrazol-3-yl)cyclopentyl isopropylcarbamate C(C)(C)NC(O[C@H]1C[C@H](CC1)C1=NN(C(=C1)NC1=NC=CC(=C1)OC1=C(C(=CC=C1)O)C=O)C(C)(C)C)=O